NC1=NC=C(C=C1C=1C=NC=CC1)C=1C=C2N(N1)CC[C@]21CN(CC1)C(=O)NCC |r| (rac)-2'-(2-amino[3,3'-bipyridin]-5-yl)-N-ethyl-5',6'-dihydrospiro[pyrrolidine-3,4'-pyrrolo[1,2-b]pyrazole]-1-carboxamide